N1=NN(C2=NC=CC=C21)C2=CC(=C(C(=O)N([C@H]1CNCCC1)C1=NC=CC3=CC(=CC=C13)C(=O)NCCO)C=C2)F (R)-1-(4-(3H-[1,2,3]triazolo[4,5-b]pyridin-3-yl)-2-fluoro-N-(piperidin-3-yl)benzamido)-N-(2-hydroxyethyl)isoquinoline-6-carboxamide